7-methyleneinden-6-yl acetate C(C)(=O)OC1=CC=C2C=CC=C2C1=C